CN(C(=O)[C@@H]1CC[C@H]2N1C([C@H](CN(CC2)C(=O)C2=NNC1=CC=C(C=C21)C)NC(=O)C2=CC1=C(S2)C=CC(=C1)CP(O)(O)=O)=O)C ((2-(((5S,8S,10aR)-8-(dimethyl-carbamoyl)-3-(5-methyl-1H-indazole-3-carbonyl)-6-oxo-decahydro-pyrrolo[1,2-a][1,5]diazocin-5-yl)carbamoyl)benzo[b]thiophen-5-yl)methyl)phosphonic acid